C(#N)C=1C(=NC(=C(C1CC)C#N)N1CCN(CCC1)C)SCC1=CC=C(CNC(OC(C)(C)C)=O)C=C1 tert-Butyl 4-(((3,5-dicyano-4-ethyl-6-(4-methyl-1,4-diazepan-1-yl)pyridin-2-yl)thio)methyl)benzylcarbamate